tert-butyl (3S)-3-[4-[4-chloro-3-(cyclopropylmethoxy)anilino]pyrido[3,2-d]pyrimidin-6-yl]oxypyrrolidine-1-carboxylate ClC1=C(C=C(NC=2C3=C(N=CN2)C=CC(=N3)O[C@@H]3CN(CC3)C(=O)OC(C)(C)C)C=C1)OCC1CC1